C(C)(C)C1=C(OC=2C(=NC(=NC2)N)N)C=C(C(=C1)OC)N1N=C(C=C1)C 5-[2-Isopropyl-4-methoxy-5-(3-methyl-pyrazol-1-yl)-phenoxy]-pyrimidine-2,4-diamine